6-fluoro-1-(4-hydroxyphenyl)-4-oxo-7-[(2R)-2-[pyrrolo[3,2-b]pyridin-1-ylmethyl]pyrrolidin-1-yl]quinoline-3-carboxylic acid FC=1C=C2C(C(=CN(C2=CC1N1[C@H](CCC1)CN1C=CC2=NC=CC=C21)C2=CC=C(C=C2)O)C(=O)O)=O